Cl.N1(CCNCC1)C=1C=CC=2N=CN=C(C2N1)N 6-(piperazin-1-yl)pyrido[3,2-d]pyrimidin-4-amine hydrochloride